hydroxypropyl-phthalimide OCCCC1=C2C(C(=O)NC2=O)=CC=C1